butyl ((5-((5-isopropyl-[1,1'-biphenyl]-3-yl)thio)thiazol-2-yl)methyl)carbamate C(C)(C)C=1C=C(C=C(C1)C1=CC=CC=C1)SC1=CN=C(S1)CNC(OCCCC)=O